[Cl-].[Cl-].C[Si](C)(C)CC(CC1(C=CC=C1)[Zr+2]C1(C=CC=C1)CC(=C)C[Si](C)(C)C)=C bis[(2-trimethylsilylmethylallyl)cyclopentadienyl]zirconium dichloride